FC(C)(C)C1=NC(=CC(=N1)NC1=CC(=NC=C1C1=NC=2N(C=C1)C=CN2)NC(C)=O)C N-(4-((2-(2-fluoroprop-2-yl)-6-methylpyrimidin-4-yl)amino)-5-(imidazo[1,2-a]pyrimidin-7-yl)pyridin-2-yl)acetamide